dichloroOsmium Cl[Os]Cl